BrC1=CC=C(C=C1)C1=NC2=C3N=CC=CC3=CC=C2C=C1 2-(4-bromophenyl)-1,10-phenanthroline